C(CCCCCCCCCCCCC)NCCCN N-tetradecyl-1,3-propylenediamine